C(C)(C)OC(=O)C1CC(C1)(F)F 3,3-difluorocyclobutane-1-carboxylic acid isopropyl ester